tert-butyl 3-(6-bromopyridin-2-yl)pyrrolidine-1-carboxylate BrC1=CC=CC(=N1)C1CN(CC1)C(=O)OC(C)(C)C